1-(tert-butyl)-5-fluoro-N-(2-fluoro-4-methyl-5-(1-(1-methylpyrrolidin-3-yl)-7-morpholino-1H-indazol-5-yl)phenyl)-1H-pyrazole-4-carboxamide C(C)(C)(C)N1N=CC(=C1F)C(=O)NC1=C(C=C(C(=C1)C=1C=C2C=NN(C2=C(C1)N1CCOCC1)C1CN(CC1)C)C)F